(3R)-3-[(1S)-1-[[3-[(3-Acetoxyphenoxy)methyl]phenyl]methyl]-2-tert-butoxy-2-oxoethyl]pyrrolidine-1-carboxylic acid tert-butyl ester C(C)(C)(C)OC(=O)N1C[C@H](CC1)[C@@H](C(=O)OC(C)(C)C)CC1=CC(=CC=C1)COC1=CC(=CC=C1)OC(C)=O